6-chloro-4-(1-ethoxyvinyl)-1-methoxy-2,7-naphthyridine ClC=1C=C2C(=CN=C(C2=CN1)OC)C(=C)OCC